FC=1C=C2NC(C=3N(C2=C(C1C1=C2C=CN(C2=CC=C1)CCOC)OC)C(=NN3)C)(C)C 7-Fluoro-9-methoxy-8-[1-(2-methoxy-ethyl)-1H-indol-4-yl]-1,4,4-trimethyl-5H-[1,2,4]triazolo[4,3-a]quinoxaline